CN1C(=CC=C1C(C1=CC=C(C=C1)C)=O)CC(=O)OCCN(CC)CC diethylaminoethyl 1-methyl-5-(4-methylbenzoyl)-1H-pyrroleacetate